C(CCCCCCC\C=C/CCCCCCCCCC)(=O)O (9Z)-eicos-9-enoic acid